C(C)(C)N1CCC(CC1)NC1=NC(=NC2=CC(=C(C=C12)OC)C#CCCN1CCCC1)N1CCN(CC1)C N-(1-isopropylpiperidine-4-yl)-6-methoxy-2-(4-methylpiperazin-1-yl)-7-(4-(pyrrolidine-1-yl)but-1-yn-1-yl)quinazolin-4-amine